C(C(=C)C)(=O)O.C(C=C)(=O)OC methyl acrylate (methacrylate)